ClC=1C=CC2=C(C=CC=NS2(=O)=O)C1 7-chloro-1,1-dioxobenzo[f][1,2]thiazepine